N-(4-imidazo[1,5-a]pyridin-7-yloxy-3-methyl-phenyl)-6-(3-piperidyl)quinazolin-4-amine C=1N=CN2C1C=C(C=C2)OC2=C(C=C(C=C2)NC2=NC=NC1=CC=C(C=C21)C2CNCCC2)C